C(C)(C)(C)[Si](O[C@@H]1C[C@@H](C1)COC1=C(C(=C(C=C1)F)F)F)(C)C tert-butyl-(dimethyl)((cis-3-((2,3,4-trifluorophenoxy)methyl)cyclobutyl)oxy)silane